ClC=1C(=CC=2N=CN=C(C2N1)C=1C(=NN(C1)C)C1=C(C=CC=C1)F)OC C6-chloro-4-(3-(2-fluorophenyl)-1-methyl-1H-pyrazol-4-yl)-7-methoxypyrido[3,2-D]pyrimidine